FC1=C(C=C(C(=C1)C)F)C1CC=NN1C=O (5-(2,5-difluoro-4-methylphenyl)-4,5-dihydro-1H-pyrazol-1-yl)methanone